(R)-3-hydroxy-N,N-dimethyl-4-((2-((3-(1-methyl-1H-pyrazol-3-yl)-1-(1-methylcyclopentyl)prop-2-yn-1-yl)amino)-3,4-dioxocyclobut-1-en-1-yl)amino)picolinamide OC=1C(=NC=CC1NC1=C(C(C1=O)=O)N[C@@H](C#CC1=NN(C=C1)C)C1(CCCC1)C)C(=O)N(C)C